N1=CN=C(C2=CC=CC=C12)C(=O)N quinazolin-4-carboxamide